tert-butyl 4-[4-[1-[5-(1,2,3,4-tetrahydro-1,7-naphthyridin-6-yl)-2-pyridyl]-4-piperidyl]piperazin-1-yl]benzoate N1CCCC2=CC(=NC=C12)C=1C=CC(=NC1)N1CCC(CC1)N1CCN(CC1)C1=CC=C(C(=O)OC(C)(C)C)C=C1